4-oxopyrido[3,4-d]pyrimidin O=C1C2=C(N=CN1)C=NC=C2